C(#N)C1=CC=C(C=C1)N=C1SC=C(N1)C1=CC=CC=C1 2-(4-cyanophenylimino)-4-phenylthiazole